(1S,4S,5S)-4-bromo-6-oxabicyclo[3.2.1]octan-7-one Br[C@H]1CC[C@@H]2C(O[C@H]1C2)=O